COC1=CC=C(CN2[C@@H](CCC3=CC=CN=C23)CCCCNC2CC2)C=C1 (R)-N-(4-(1-(4-methoxybenzyl)-1,2,3,4-tetrahydro-1,8-naphthyridin-2-yl)butyl)cyclopropanamine